BrC1=C2C=NN(C2=CC(=C1CCC=O)Cl)C1OCCCC1 3-(4-bromo-6-chloro-1-(tetrahydro-2H-pyran-2-yl)-1H-indazol-5-yl)propanal